2,2-dichloro-3-(4-fluoro-3-(trifluoromethyl)phenyl)cyclopropane-1-carboxamide ClC1(C(C1C1=CC(=C(C=C1)F)C(F)(F)F)C(=O)N)Cl